(±)-N-(3,4-dibromophenyl)-6,7,8,9-tetrahydro-5H-5,8-epiminocyclohepta[d]pyrimidine-10-carboxamide BrC=1C=C(C=CC1Br)NC(=O)N1C2CCC1CC=1N=CN=CC12